4-(3-fluorophenyl)tetrahydropyran-4-carboxamide FC=1C=C(C=CC1)C1(CCOCC1)C(=O)N